N-(1'-(5-fluoro-2,6-dimethylpyrimidin-4-yl)-1',2'-dihydrospiro[cyclopropane-1,3'-pyrrolo[3,2-c]pyridin]-6'-yl)acetamide FC=1C(=NC(=NC1C)C)N1CC2(C=3C=NC(=CC31)NC(C)=O)CC2